4-(2-fluoro-4-nitrophenoxy)quinoline-7-carboxylic acid methyl ester COC(=O)C1=CC=C2C(=CC=NC2=C1)OC1=C(C=C(C=C1)[N+](=O)[O-])F